C(C1=CC=CC=C1)(=O)O[C@H]1[C@@H](C(O[C@@H]1COC(C1=CC=CC=C1)=O)CC(=O)O)CC(=O)O (3R,4S,5R)-4-(benzoyloxy)-5-((benzoyloxy)methyl)tetrahydrofuran-2,3-diacetic acid